(3S)-3-amino-9-fluoro-5-phenyl-1,3-dihydro-1,4-benzodiazepin-2-one N[C@@H]1C(NC2=C(C(=N1)C1=CC=CC=C1)C=CC=C2F)=O